C(C)(C)C1=C(C(=CC(=C1)C(C)C)C(C)C)S(=O)(=O)OC1=NC(=NC2=CC3=C(C=C12)CCC3)C 2-methyl-7,8-dihydro-6H-cyclopenta[g]quinazolin-4-yl 2,4,6-triisopropylbenzenesulfonate